CC=1C(=C2C(=C(NC2=CC1C(=O)O)CCCCC)CCC(=O)O)C dimethyl-2-pentyl-3-(2-carboxyethyl)-indole-6-carboxylic acid